C(C)(C)(C)OC(=O)N1CCC(CC1)OC1CCNCC1.CN(C(=O)C1CCC1)[C@@H]1CNCC1 N-methyl-N-[(3S)-pyrrolidin-3-yl]cyclobutanecarboxamide tert-butyl-4-(piperidin-4-yloxy)piperidine-1-carboxylate